O[C@@H]1[C@H]([C@H](NC1)CC1=CC=C(C=C1)OC)OC(=O)NCC(=O)NCC(=O)O {2-[({[(2R,3S,4S)-4-hydroxy-2-[(4-methoxyphenyl)methyl]pyrrolidin-3-yl]oxy}carbonyl)amino]acetamido}acetic Acid